2,6-Dichloro-N-[1-(2-cyclopropylpyridin-4-yl)-1H-indazol-4-yl]-3-{[(2,2-dimethylpropanoyl)amino]methyl}benzamide ClC1=C(C(=O)NC2=C3C=NN(C3=CC=C2)C2=CC(=NC=C2)C2CC2)C(=CC=C1CNC(C(C)(C)C)=O)Cl